FC=1C(=C(C=O)C=C(C1)C=1C=NN(C1)C1=CC=C(C=C1)C(F)(F)F)O 3-fluoro-2-hydroxy-5-(1-(4-(trifluoromethyl)phenyl)-1H-pyrazol-4-yl)benzaldehyde